C1(CC1)N(C=1N=CC(=NC1)C1=C(C=C(C(=C1)F)C1=CN=NC(=C1)OC)O)[C@@H]1[C@@H]([C@H]2CC[C@@H](C1)N2)F 2-(5-{cyclopropyl[(1R,2R,3S,5S)-2-fluoro-8-azabicyclo[3.2.1]octan-3-yl]amino}pyrazin-2-yl)-4-fluoro-5-(6-methoxypyridazin-4-yl)phenol